phosphoscandium P(=O)(=O)[Sc]